OCC1=CC=C(OC=2C=C(C=C(C2)CCP(OC)(OC)=O)CCP(OC)(OC)=O)C=C1 tetramethyl ((5-(4-(hydroxymethyl)phenoxy)-1,3-phenylene)bis(ethane-2,1-diyl))bis(phosphonate)